1-((1R,3R)-3-(benzyloxy)cyclobutyl)-4-nitro-1H-pyrazole C(C1=CC=CC=C1)OC1CC(C1)N1N=CC(=C1)[N+](=O)[O-]